5-fluoro-3-[(3R)-3-[(6-hydroxy-3-pyridyl)amino]-1-piperidyl]-3-methyl-indolin-2-one FC=1C=C2C(C(NC2=CC1)=O)(C)N1C[C@@H](CCC1)NC=1C=NC(=CC1)O